5-(2,3-dichlorophenyl)-6-methylpyrimidine-4-carbonitrile ClC1=C(C=CC=C1Cl)C=1C(=NC=NC1C)C#N